FC=1C(=C(C#N)C=C(C1)F)CO 3,5-difluoro-2-(hydroxymethyl)benzonitrile